(S)-2-(isopropylamino)-4-methylpentanoic acid C(C)(C)N[C@H](C(=O)O)CC(C)C